4-(3,5-dimethoxy-4-(piperidin-4-yloxy)phenyl)-2-methyl-2,7-naphthyridin-1(2H)-one COC=1C=C(C=C(C1OC1CCNCC1)OC)C1=CN(C(C2=CN=CC=C12)=O)C